N-(1-acetylpiperidin-4-yl)-3-(1H-imidazol-1-yl)benzamide C(C)(=O)N1CCC(CC1)NC(C1=CC(=CC=C1)N1C=NC=C1)=O